N1C=NCC1 4,5-dihydro-1H-imidazol